(2-(2,4-dioxotetrahydropyrimidin-1(2H)-yl)-1,3-dioxoisoindolin-4-yl)methyl 4-methylbenzenesulfonate CC1=CC=C(C=C1)S(=O)(=O)OCC1=C2C(N(C(C2=CC=C1)=O)N1C(NC(CC1)=O)=O)=O